C(C(C)C)C1=NC2=CC=CC=C2C(N1)=O 2-isobutylquinazolin-4(3H)-one